6-Hydroxy-5-(3-methyl-1H-indol-1-yl)-2-naphthaldehyde OC=1C(=C2C=CC(=CC2=CC1)C=O)N1C=C(C2=CC=CC=C12)C